FC1=C(C(=CC=C1)F)C1=CC=CC2=C1C(=NO2)NC(=O)N2[C@@H](C[C@@H](C2)NS(=O)(=O)CC)CO (2S,4S)-N-[4-(2,6-Difluorophenyl)-1,2-benzoxazol-3-yl]-4-[(ethanesulfonyl)amino]-2-(hydroxymethyl)pyrrolidine-1-carboxamide